4-((((benzyloxy)carbonyl)amino)methyl)pyrrolidine-2-carboxylic acid C(C1=CC=CC=C1)OC(=O)NCC1CC(NC1)C(=O)O